ClC=1N=CC(=NC1)SCCC(=O)OC methyl 3-((5-chloropyrazin-2-yl)thio)propanoate